mono-1-oleyl maleate C(\C=C/C(=O)[O-])(=O)OCCCCCCCC\C=C/CCCCCCCC